2-chloro-N-(6-fluoro-4-morpholinopyridin-3-yl)pyrimidine-4-carboxamide ClC1=NC=CC(=N1)C(=O)NC=1C=NC(=CC1N1CCOCC1)F